(R)-4-benzyl-3-(2-(4-(6-fluoroquinolin-4-yl)cyclohexyl)acetyl)oxazolidin-2-one C(C1=CC=CC=C1)[C@H]1N(C(OC1)=O)C(CC1CCC(CC1)C1=CC=NC2=CC=C(C=C12)F)=O